N-[5-[hydroxyiminomethyl]-2-pyridyl]-2,2,3,3-tetramethyl-cyclopropanecarboxamide ON=CC=1C=CC(=NC1)NC(=O)C1C(C1(C)C)(C)C